NC1=NC=CC(=C1N)C=1C=NN(C1)C1=CC=C(C=N1)C(CCNS(=O)(=O)C)C(F)(F)F N-(3-(6-(4-(2,3-diaminopyridin-4-yl)-1H-pyrazol-1-yl)pyridin-3-yl)-4,4,4-trifluorobutyl)methanesulfonamide